FC1(CC(C1)N1N=CC=2C1=NC(=CC2)NC(C2=C(C=C(C=C2)I)N2CCC1(CC1)CC2)=O)F N-(1-(3,3-difluorocyclobutyl)-1H-pyrazolo[3,4-b]pyridin-6-yl)-4-iodo-2-(6-azaspiro[2.5]octan-6-yl)benzamide